N-Methyl methyl anthranilate CNC1=CC=CC=C1C(=O)OC